4-undecylpiperidine-2-carboxamide C(CCCCCCCCCC)C1CC(NCC1)C(=O)N